O=C1NC(CCC1N1C(C2=CC=CC(=C2C1)C#CCCCCCCN(C)CC=1C=C(OCCN2C=CC3=CC=C(C=C23)C(=O)NO)C=CC1)=O)=O 1-(2-(3-(((8-(2-(2,6-dioxopiperidin-3-yl)-1-oxoisoindolin-4-yl)oct-7-yn-1-yl)(methyl)amino)methyl)phenoxy)ethyl)-N-hydroxy-1H-indole-6-carboxamide